C(CC)(=O)OCCC normal propyl propionate